ClC1=NC(=NC(=N1)Cl)OC=1C=C(C=CC1)O 3-((4,6-dichloro-1,3,5-triazin-2-yl)oxy)phenol